Methyl 4-{4-[(8-hydroxyoctyl)oxy]phenyl}cyclohexane-1-carboxylate OCCCCCCCCOC1=CC=C(C=C1)C1CCC(CC1)C(=O)OC